C(CCCCCCCCCCCCCCCCC)(=O)OCCCCCCCCCCCCCCCCCC.C(CCCCCCCCCCCCCCCCC)(=O)OCCCCCCCCCCCCCCCCCC distearyl distearate